(2S,3R)-3-((2-aminopyridin-4-yl)methyl)-N2-(1-methyl-1H-pyrazol-5-yl)-N1-((R)-1-phenylpropyl)-N2-methyl-4-oxoazetidine-1,2-dicarboxamide NC1=NC=CC(=C1)C[C@@H]1[C@H](N(C1=O)C(=O)N[C@H](CC)C1=CC=CC=C1)C(=O)N(C)C1=CC=NN1C